CC1=C(C=NC=2OCCN(C21)C(=O)OC(C)(C)C)N2CC1=CC(=NC=C1CC2)NC2=CC(=C(C=C2)NC(CN2CCOCC2)=O)C tert-butyl 8-methyl-7-[7-({3-methyl-4-[2-(morpholin-4-yl)acetamido]phenyl}amino)-1,2,3,4-tetrahydro-2,6-naphthyridin-2-yl]-1H,2H,3H-pyrido[2,3-b][1,4]oxazine-1-carboxylate